OCC1[C@@H]2CN(C[C@H]12)C(=O)OC(C)(C)C tert-butyl (1s,5r,6s)-6-(hydroxymethyl)-3-azabicyclo[3.1.0]hexane-3-carboxylate